1-(thien-2-yl)propan-2-amine S1C(=CC=C1)CC(C)N